3-(benzylthiomethyl)hexane C(C1=CC=CC=C1)SCC(CC)CCC